C(C=C)N1[C@H](CC(C[C@H]1C=1N=NN(C1)C)=O)C (2S,6S)-1-allyl-2-methyl-6-(1-methyltriazol-4-yl)piperidin-4-one